CN(CCC1=CC(=C(C=C1)O)F)C 4-[2-(dimethylamino)ethyl]-2-fluorophenol